Hexane-1,2,6-triol C(C(CCCCO)O)O